4-(5'-cyclobutylmethoxy-3,5-difluoro-2'-methyl-biphenyl-4-yloxy)-butyric acid C1(CCC1)COC=1C=CC(=C(C1)C1=CC(=C(C(=C1)F)OCCCC(=O)O)F)C